C(CCC)C1N(S(C2=C(N(C1)C1=CC=CC=C1)C=C(C(=C2)CSC(C(=O)O)(C)C)OC)(=O)=O)C 2-(((3-butyl-7-methoxy-2-methyl-1,1-dioxido-5-phenyl-2,3,4,5-tetrahydro-1,2,5-benzothiadiazepin-8-yl)methyl)thio)-2-methylpropanoic acid